N-(4-(2,6-dimethylphenyl)-5-(3-(3,3,3-trifluoro-2,2-dimethylpropoxy)phenyl)thiazol-2-yl)-1,3-dimethyl-1H-pyrazole-4-sulfonamide CC1=C(C(=CC=C1)C)C=1N=C(SC1C1=CC(=CC=C1)OCC(C(F)(F)F)(C)C)NS(=O)(=O)C=1C(=NN(C1)C)C